methyl 4-(5-methylisoxazol-3-yl)piperidine-4-carboxylate hydrochloride Cl.CC1=CC(=NO1)C1(CCNCC1)C(=O)OC